C1(CCC1)OC1=CC=C2C(NN=C(C2=C1)CC=1C=CC(=C(C(=O)N2CC(C2)NC2=NC=CC(=C2)C#N)C1)F)=O 2-[[1-[5-[[7-(cyclobutoxy)-4-oxo-3H-phthalazin-1-yl]methyl]-2-fluoro-benzoyl]azetidin-3-yl]amino]pyridine-4-carbonitrile